BrC1=CC2=CN(N=C2C(=C1)C#N)C 5-bromo-2-methylindazole-7-carbonitrile